6-(tert-butoxycarbonylamino)hexanamide C(C)(C)(C)OC(=O)NCCCCCC(=O)N